FC1=C(C(=O)NC)C(=CC=C1)S 2-fluoro-N-methyl-6-Mercaptobenzamide